FC1=C(C=CC(=C1)N1CCN(CC1)C)NC1=NC2=CC=CC=C2C=N1 2-((2-fluoro-4-(4-methylpiperazin-1-yl)phenyl)amino)quinazolin